COC1=C(C(C=C(C1=O)OC)=O)N(CCS(=O)(=O)O)C 2-[(2,4-dimethoxy-3,6-dioxocyclohexa-1,4-dien-1-yl)(methyl)amino]ethane-1-sulfonic acid